C(C)(C)(C)OC(=O)N1CC(CC1)OC=1C=C2C(=NC=3N(C2=CC1OC)C=CN3)N[C@H](C)C3=C(C(=CC=C3)C(F)F)F 3-((5-(((R)-1-(3-(difluoromethyl)-2-fluorophenyl)ethyl)amino)-8-methoxyimidazo[1,2-a]Quinazolin-7-yl)oxy)pyrrolidine-1-carboxylic acid tert-butyl ester